(1-{[({4-[(2S)-2-[(2S)-2-{[(tert-butoxy)carbonyl]amino}-3-methylbutanamido]propanamido]phenyl}methoxy)carbonyl](methyl)amino}cyclopropyl)methyl 4-nitrophenyl carbonate C(OCC1(CC1)N(C)C(=O)OCC1=CC=C(C=C1)NC([C@H](C)NC([C@H](C(C)C)NC(=O)OC(C)(C)C)=O)=O)(OC1=CC=C(C=C1)[N+](=O)[O-])=O